BrC=1C=CC(=C(C(=O)NC2=CC=C(C=C2)F)C1)OC(F)(F)F 5-bromo-N-(4-fluorophenyl)-2-(trifluoromethoxy)benzamide